N'-acetyl-4-amino-N'-(2,2-difluoroethyl)-1-methyl-N-((5-(trifluoromethyl)pyridin-2-yl)methyl)-1H-pyrazolo[4,3-c]quinoline-8-carbohydrazide C(C)(=O)N(N(C(=O)C1=CC=2C3=C(C(=NC2C=C1)N)C=NN3C)CC3=NC=C(C=C3)C(F)(F)F)CC(F)F